3-ETHOXY-5-(TRIFLUOROMETHYL)BENZENEBORONIC ACID C(C)OC=1C=C(C=C(C1)C(F)(F)F)B(O)O